tert-butyl 5-methoxy-3-(2-morpholino-2-oxoethyl)-1H-indole-1-carboxylate COC=1C=C2C(=CN(C2=CC1)C(=O)OC(C)(C)C)CC(=O)N1CCOCC1